(6-Cyclopropyl-2-((methyl(6-((1S*,2S*)-2-(4-methylpyrimidin-2-yl)cyclopropyl)quinolin-3-yl)amino)methyl)imidazo[1,2-a]pyridin-8-yl)-3-methylimidazolidine-2,4-dione C1(CC1)C=1C=C(C=2N(C1)C=C(N2)CN(C=2C=NC1=CC=C(C=C1C2)[C@@H]2[C@H](C2)C2=NC=CC(=N2)C)C)N2C(N(C(C2)=O)C)=O |o1:24,25|